FC(C1=C(C=CC=C1)/C=C/C(=O)N1C(OC[C@@H]1C1=CC=CC=C1)=O)(F)F (S,E)-3-(3-(2-trifluoromethylphenyl)acryloyl)-4-Phenyloxazolidin-2-one